((3-chlorophenyl)amino)(λ1-sulfaneyl)methanethione ClC=1C=C(C=CC1)NC(=S)[S]